5-(2,8-dimethylimidazo[1,2-a]pyridin-6-yl)-2-(6-{[(3R,4S)-3-fluoro-2,2,6,6-tetramethylpiperidin-4-yl]oxy}pyridazin-3-yl)pyridin-3-ol CC=1N=C2N(C=C(C=C2C)C=2C=C(C(=NC2)C=2N=NC(=CC2)O[C@@H]2[C@@H](C(NC(C2)(C)C)(C)C)F)O)C1